COC(NC1=NC2=C(N1)C=CC(=C2)SC2=CC=C(C=C2)N2N=C(N=C2C)C)=O methyl(5-((4-(3,5-dimethyl-1H-1,2,4-triazol-1-yl)phenyl)thio)-1H-benzo[d]imidazol-2-yl)carbamate